ClC=1C(=NC=CC1)N1N=C(C=C1C(=O)NC1=C(C2=CC=C(C=C2C=C1C(N)=O)Br)Br)C(F)F 2-(3-chloro-2-pyridyl)-N-(1,6-dibromo-3-carbamoyl-2-naphthyl)-5-(difluoromethyl)pyrazole-3-carboxamide